BrC1=CC(=NC=C1)C#CC12CC(C1)(C2)NC(OC(C)(C)C)=O tert-butyl (3-((4-bromopyridin-2-yl)ethynyl)bicyclo[1.1.1]pentan-1-yl)carbamate